N1=CN=CC2=C1C(=CC=N2)C(=O)N Pyrido[2,3-e]Pyrimidine-8-carboxamide